COC1=CC=C(C=C1)C1=CC(=CN1)C#N 5-(4-methoxyphenyl)-1H-pyrrole-3-carbonitrile